N-benzyl-6-((dimethylamino)methyl)-5-(2-methyltetrahydrofuran-2-yl)pyridin-2-amine C(C1=CC=CC=C1)NC1=NC(=C(C=C1)C1(OCCC1)C)CN(C)C